O=C1N(C(CC1)=O)OC(CCCCCN1\C(\C(C2=CC(=CC=C12)S(=O)(=O)O)(C)C)=C\C=C\C=C\OS(=O)(=O)C=1C=C2C(C=[NH+]C2=CC1)(C)C)=O ((1E,3E)-5-((E)-1-(6-((2,5-dioxopyrrolidin-1-yl)oxy)-6-oxohexyl)-3,3-dimethyl-5-sulfoindolin-2-ylidene)penta-1,3-dien-1-yl)-3,3-dimethyl-3H-indol-1-ium-5-sulfonate